(1R)-3-methyl-1-[(1S,2R,6S,8S)-6,9,9-trimethyl-3,5-dioxa-4-boratricyclo[6.1.1.02,6]decan-4-yl]butan-1-amine CC(C[C@H](N)B1O[C@@H]2[C@@H]3C([C@H](C[C@@]2(O1)C)C3)(C)C)C